3-fluoro-4-(3-(4-(4-(2-hydroxyethyl)piperazin-1-yl)phenyl)-6-oxo-1H-pyrazolo[4,3-c]pyridazin-5(6H)-yl)-5-methoxybenzonitrile FC=1C=C(C#N)C=C(C1N1N=C2C(=CC1=O)NN=C2C2=CC=C(C=C2)N2CCN(CC2)CCO)OC